ClC1=C(C=CC(=C1)F)C(=O)N1CC2CCC(C1)N2C2=C(C(=CC(=C2)S(=O)(=O)N2CCC(CC2)C2=CC=CC=C2)F)OCOC (2-chloro-4-fluoro-phenyl)-[8-[3-fluoro-2-(methoxymethoxy)-5-[(4-phenyl-1-piperidyl)sulfonyl]phenyl]-3,8-diazabicyclo[3.2.1]octan-3-yl]methanone